P(F)(F)OC(COC(C#C)C)COC(C#C)C 1,3-bis(1-methylpropynyloxy)-2-propanol difluorophosphite